FC(S(=O)(=O)O[C@H]1CO[C@H](C[C@@H]1N=[N+]=[N-])C(=O)N1[C@H](C2=CC=CC=C2CC1)C1=CC=C(C=C1)F)(F)F (3R,4S,6R)-4-azido-6-((S)-1-(4-fluorophenyl)-1,2,3,4-tetrahydroisoquinoline-2-carbonyl)tetrahydro-2H-pyran-3-yl trifluoromethanesulfonate